NC=1C2=C(N=CN1)N(C(=C2C2=CC=C(C=C2)OC=2C=NN(C2)C)C2=CC=C(C=C2)NC(C(=C)C)=O)C N-(4-(4-amino-7-methyl-5-(4-((1-methyl-1H-pyrazol-4-yl)oxy)phenyl)-7H-pyrrolo[2,3-d]pyrimidin-6-yl)phenyl)methacrylamide